CC=1N=COC1C(=O)NC1=NN(C2=CC=CC=C12)CC1=CC=C(C=C1)C(F)(F)F 4-methyl-N-(1-(4-(trifluoro-methyl)benzyl)-1H-indazol-3-yl)oxazole-5-carboxamide